C1=CC=CC=2C3=CC=CC=C3C3=CC=4NC=5C=CC=CC5C4C=C3C12 10H-phenanthro[9,10-b]carbazole